1-(3-(1-(7-(2-amino-5-fluorobenzo[d]thiazol-4-yl)-8-chloro-6-fluoro-1H-[1,2,3]triazolo[4,5-c]quinolin-1-yl)ethyl)azetidin-1-yl)prop-2-en-1-one NC=1SC2=C(N1)C(=C(C=C2)F)C=2C(=CC=1C3=C(C=NC1C2F)N=NN3C(C)C3CN(C3)C(C=C)=O)Cl